C(C)C1=NC2=CC(=C(C=C2C=C1C)OC([O-])=O)C 2-ethyl-3,7-dimethyl-6-quinolinylcarbonate